3-(Trifluoromethyl)-1-(4-(trifluoromethyl)piperidin-1-yl)isoquinoline-6-carboxylic acid FC(C=1N=C(C2=CC=C(C=C2C1)C(=O)O)N1CCC(CC1)C(F)(F)F)(F)F